ClC=1C=C2C=NC(=NC2=CC1C1CCN(CC1)C1(COC1)C)NC=1C=NN(C1C)C12CC(C1)(C2)COC 6-chloro-N-{1-[3-(methoxymethyl)bicyclo[1.1.1]pentan-1-yl]-5-methyl-1H-pyrazol-4-yl}-7-[1-(3-methyloxetan-3-yl)piperidin-4-yl]quinazolin-2-amine